CC1=NOC2=C1C=CC=C2 3-methyl-1,2-benzoxazol